4-(((3R,4R)-1-(2-cyanoacetyl)-4-methylpiperidin-3-yl)(methyl)amino)-N'-glycyl-7H-pyrrolo[2,3-d]pyrimidine-7-carbohydrazide C(#N)CC(=O)N1C[C@@H]([C@@H](CC1)C)N(C=1C2=C(N=CN1)N(C=C2)C(=O)NNC(CN)=O)C